C(C([2H])([2H])[2H])OC1=CC=C(C=N1)C1=CN=CC(=N1)C(=O)NOCC1=C(C=CC(=C1)OC([2H])([2H])[2H])F 6-(6-(ethoxy-2,2,2-d3)pyridin-3-yl)-N-((2-fluoro-5-(methoxy-d3)benzyl)oxy)pyrazine-2-carboxamide